C(C)C=1C(=C(C=C(C1)C(F)(F)F)O)B1OC(C(O1)(C)C)(C)C 3-ethyl-2-(4,4,5,5-tetramethyl-1,3,2-dioxaborolan-2-yl)-5-(trifluoromethyl)phenol